(R)-2-((4-aminophenethyl)amino)-1-phenylethanol NC1=CC=C(CCNC[C@H](O)C2=CC=CC=C2)C=C1